C(#N)C1=C(C=NC=C1)C1=CC(=C(C=C1)NC(=O)C1=NC(=NC=C1)C1=C(C=CC=C1OC)F)N1CCN(CC1)C(CNC=1C=C2C(N(C(C2=CC1)=O)C1C(NC(CC1)=O)=O)=O)=O N-(4-(4-cyanopyridin-3-yl)-2-(4-((2-(2,6-dioxopiperidin-3-yl)-1,3-dioxoisoindolin-5-yl)glycyl)piperazin-1-yl)phenyl)-2-(2-fluoro-6-methoxyphenyl)pyrimidine-4-carboxamide